BrC=1C(=C(C(=C(C1O)O)Br)Br)Br tetrabromo-catechol